C1=CN(N=C1)C(=O)N carboxamidopyrazole